C(C)(C)(C)OC(=O)N1CCC(CC1)N1N=CC=2N=C(NC(C21)=O)NCC2=CC(=C(C=C2)Cl)Cl.CSC2=CC=C(C(=O)C(C)(C)N1CCOCC1)C=C2 2-(4-(methylthio)benzoyl)-2-(4-morpholinyl)propane tert-butyl-4-(5-((3,4-dichlorobenzyl)amino)-7-oxo-6,7-dihydro-1H-pyrazolo[4,3-d]pyrimidin-1-yl)piperidine-1-carboxylate